CC1=C(OC=2CCC3=CN(N=C3C21)CCC2=NC=CC=C2)C(=O)NCC=2OC=CN2 8-methyl-N-[(1,3-oxazol-2-yl)methyl]-2-[2-(pyridin-2-yl)ethyl]-4,5-dihydro-2H-furo[2,3-g]indazole-7-carboxamide